(S)-N-((S)-1-(2-chloroquinolin-4-yl)-3-(1,3-Dioxan-2-yl)propyl)-2-methylpropane-2-sulfinamide ClC1=NC2=CC=CC=C2C(=C1)[C@H](CCC1OCCCO1)N[S@@](=O)C(C)(C)C